CC1(CCN(CC1)C1=C(C=CC=C1)C(C)S(=O)(=O)C1=CC=C(S1)S(=O)(=O)N(C)C)C 5-[[1-[2-(4,4-Dimethyl-1-piperidinyl)phenyl]ethyl]sulfonyl]-N,N-dimethylthiophene-2-sulfonamide